1-[[(3S)-3-methyl-6-(4,4,4-trifluorobutoxy)-3,4-dihydronaphthalen-2-yl]methyl]azetidine-3-carboxylic acid mono(4-hydroxybenzoic acid) salt OC1=CC=C(C(=O)O)C=C1.C[C@@H]1C(=CC2=CC=C(C=C2C1)OCCCC(F)(F)F)CN1CC(C1)C(=O)O